S(C1=CC=C(C=C1)S)C1=CC=C(C=C1)S 4,4'-thiodiphenylmercaptan